(1S,2S,3R,5S)-3-((5-chloro-4-(4-fluoro-2-((R)-1-hydroxyethyl)-1-isopropyl-1H-benzo[d]imidazol-6-yl)pyrimidin-2-yl)amino)-6,8-dioxabicyclo[3.2.1]octan-2-ol ClC=1C(=NC(=NC1)N[C@H]1[C@@H]([C@@H]2CO[C@H](C1)O2)O)C=2C=C(C1=C(N(C(=N1)[C@@H](C)O)C(C)C)C2)F